(dimethylamino)-N-{5-[(6-{8-methyl-1H,2H,3H-pyrido[2,3-b][1,4]oxazin-7-yl}-5,6,7,8-tetrahydro-2,6-naphthyridin-3-yl)amino]pyridin-2-yl}acetamide CN(C)CC(=O)NC1=NC=C(C=C1)NC=1N=CC=2CCN(CC2C1)C1=C(C2=C(OCCN2)N=C1)C